OC1=C(C=C(C=C1)C(\C=C\C1=CC=C(C=C1)OC)=O)CN1CCN(CC1)C1=CC=C(C=C1)C(\C=C\C1=CC=C(C=C1)OC)=O (E)-1-[4-[4-[[2-Hydroxy-5-[(E)-3-(4-methoxyphenyl)prop-2-enoyl]phenyl]methyl]piperazin-1-yl]phenyl]-3-(4-methoxyphenyl)prop-2-en-1-one